CC1(OCCN(C1)CC1=CC=C(C=C1)C(C)N1C[C@@H](N(C[C@H]1C)C=1C=2C(N(C(C1)=O)C)=CN(N2)CC#N)C)C 2-(7-((2S,5R)-4-(1-(4-((2,2-dimethylmorpholino)methyl)phenyl)ethyl)-2,5-dimethylpiperazin-1-yl)-4-methyl-5-oxo-4,5-dihydro-2H-pyrazolo[4,3-b]pyridin-2-yl)acetonitrile